1-naphthyl-carboxylic acid C1(=CC=CC2=CC=CC=C12)C(=O)O